(Z)-2-amino-3-(((2-hydroxy-4,5-dimethoxybenzoyl)carbamoyl)thio)acrylic acid N\C(\C(=O)O)=C/SC(NC(C1=C(C=C(C(=C1)OC)OC)O)=O)=O